C1(CCCC1)N1C=NC2=C1C=C(C=C2)C2=NNC(=C2)NC(C2=CC=C(C=C2)NC2CCN(CC2)C)=O N-(3-(1-cyclopentyl-1H-benzo[d]imidazol-6-yl)-1H-pyrazol-5-yl)-4-((1-methylpiperidin-4-yl)amino)benzamide